(4-methoxyphenyl)-1H-benzo[D]imidazole-4-carboxylic acid methyl ester COC(=O)C1=CC=CC=2N(C=NC21)C2=CC=C(C=C2)OC